(1,2-dimethoxyethane) Nickel (II) dichloride [Ni](Cl)Cl.COCCOC